6-Chloro-7-(2-fluoro-6-hydroxyphenyl)-1-(2-isopropylphenyl)-4-(piperazin-1-yl)quinazolin-2(1H)-one ClC=1C=C2C(=NC(N(C2=CC1C1=C(C=CC=C1O)F)C1=C(C=CC=C1)C(C)C)=O)N1CCNCC1